(trichloromethyl)-s-triazine ClC(Cl)(Cl)C1=NC=NC=N1